C[C@@H](CO)COC1=CC=CC=C1 (S)-2-Methyl-3-phenoxypropan-1-ol